BrC(=CC1=C(C=CC=C1)C(F)(F)F)Br 1-(2,2-dibromovinyl)-2-trifluoromethylbenzene